C(C)OC(CN1C(=C(C2=CC(=CC=C12)OC)C=O)C)=O 2-(3-Formyl-5-methoxy-2-methyl-1H-indol-1-yl)acetic acid ethyl ester